4-(2-Chloropyridin-3-yl)-1-((2,2-difluoroethyl)amino)-6-(trifluoromethyl)-3H-pyrido[1,2-c]pyrimidine ClC1=NC=CC=C1C1=C2N(C(=NC1)NCC(F)F)C=CC(=C2)C(F)(F)F